CC(=O)NCCC1=CNC2C=CC(O)=CC1=2 ACETYLSEROTONIN